methyl 2-[5-[3-[3-[[ethyl(methyl) sulfamoyl] amino]-2,6-difluoro-benzoyl]-1-trityl-pyrrolo[2,3-b]pyridin-5-yl]pyrimidin-2-yl]-2-azaspiro[3.3]heptane-6-carboxylate C(C)N(S(=O)(=O)NC=1C(=C(C(=O)C2=CN(C3=NC=C(C=C32)C=3C=NC(=NC3)N3CC2(C3)CC(C2)C(=O)OC)C(C2=CC=CC=C2)(C2=CC=CC=C2)C2=CC=CC=C2)C(=CC1)F)F)C